3-fluoro-N-(5-fluoroisoquinolin-8-yl)-4-{5-methyl-octahydropyrrolo[3,4-c]pyrrol-2-yl}benzamide FC=1C=C(C(=O)NC=2C=CC(=C3C=CN=CC23)F)C=CC1N1CC2CN(CC2C1)C